lutetium nitrogen tert-butyl (S)-1-(1-(N-ethylsulfamoyl)-1,2,3,4-tetrahydroquinolin-5-ylamino)-1-oxo-3-phenylpropan-2-ylcarbamate C(C)NS(=O)(=O)N1CCCC2=C(C=CC=C12)NC([C@H](CC1=CC=CC=C1)NC(OC(C)(C)C)=O)=O.[N].[Lu]